NC=1C=C(C(=C(C(=O)NC=2C=C(C=CC2N2CCN(CC2)C)N2N=NC=C2)C1)Cl)C 1-(3-(5-Amino-2-chloro-3-methylbenzoylamino)-4-(4-methylpiperazin-1-yl)phenyl)-1H-1,2,3-triazole